C(C1=CC=CC=N1)([2H])([2H])[2H] 6-(methyl-d3)pyridin